COC=1C=C(C=CC1OC)C1=CN=CC(=N1)C=1SC=C(N1)NC(N(CC)CC)=O 3-(2-(6-(3,4-dimethoxyphenyl)pyrazin-2-yl)thiazole-4-yl)-1,1-diethyl-urea